Fmoc-thioisocyanate C(=O)(OCC1C2=CC=CC=C2C2=CC=CC=C12)SN=C=O